8-amino-2-(1H-imidazol-1-yl)-N-((trans)-4-methoxycyclohexyl)quinazoline-4-carboxamide NC=1C=CC=C2C(=NC(=NC12)N1C=NC=C1)C(=O)N[C@@H]1CC[C@H](CC1)OC